3-((4-(6-(piperidin-4-ylmethyl)-2,6-diazaspiro[3.3]heptan-2-yl)phenyl)amino)piperidine-2,6-dione N1CCC(CC1)CN1CC2(CN(C2)C2=CC=C(C=C2)NC2C(NC(CC2)=O)=O)C1